1,2-Bis(2,2-difluoroethoxy)ethane FC(COCCOCC(F)F)F